ethyl 2-(5-nitro-2-oxo-4-vinyl-1-pyridyl)acetate [N+](=O)([O-])C=1C(=CC(N(C1)CC(=O)OCC)=O)C=C